BrC=1C=C(C=CC1)NC(=O)C1=NNC2=CC=CC=C12 N-(3-bromophenyl)-1H-indazole-3-carboxamide